4-(1,6-diazaspiro[3.4]octane-6-yl)-1H-pyrrolo[2,3-b]pyridine-5-carbonitrile N1CCC12CN(CC2)C2=C1C(=NC=C2C#N)NC=C1